ethyl 3-(3-methoxypropoxy)-1-[(1r,4r)-4-{[(tert-butoxy) carbonyl] amino} cyclohexyl]-1H-pyrazole-4-carboxylate COCCCOC1=NN(C=C1C(=O)OCC)C1CCC(CC1)NC(=O)OC(C)(C)C